C(CC(=O)O)C(=O)CN.Cl The molecule is a hydrochloride that is the monohydrochloride of 5-aminolevulinic acid. It is metabolised to protoporphyrin IX, a photoactive compound which accumulates in the skin. Used in combination with blue light illumination for the treatment of minimally to moderately thick actinic keratosis of the face or scalp. It has a role as an antineoplastic agent, a photosensitizing agent, a dermatologic drug and a prodrug. It contains a 5-ammoniolevulinic acid.